7-Fluoro-N-{(S)-1-carbonyl-1-{{(S)-1-carbonyl-3-[(S)-2-carbonylpyrrolidin-3-yl]propan-2-yl}amino}-3-phenylpropan-2-yl}-1H-indole-2-carboxamide FC=1C=CC=C2C=C(NC12)C(=O)N[C@H](C(N[C@H](C=C=O)C[C@H]1C(NCC1)=C=O)=C=O)CC1=CC=CC=C1